ClC1=C2C=NN(C2=C(C=C1)C(=O)OC)CC1=CC(=C(C=C1)C1CCC1)F methyl 4-chloro-1-(4-cyclobutyl-3-fluorobenzyl)-1H-indazole-7-carboxylate